(4-fluorobenzamido)-1-naphthoic acid methyl ester COC(=O)C1=C(C=CC2=CC=CC=C12)NC(C1=CC=C(C=C1)F)=O